O=C1NC(CCC1C1=NN(C2=CC(=CC=C12)N1CCN(CC1)CC1CCC2(CN(C2)C(=O)OC(C)(C)C)CC1)C)=O tert-butyl 7-((4-(3-(2,6-dioxopiperidin-3-yl)-1-methyl-1H-indazol-6-yl) piperazin-1-yl) methyl)-2-azaspiro[3.5]nonane-2-carboxylate